N(C1=NN=NN1)C1=NN=NN1 5,5'-iminobis(1,2,3,4-tetrazole)